C(C)(C)C1=C(NC2=CC=C(C=C12)C1CN(C1)C)C=1C=C(C=2N(C1)N=CN2)OC 6-(3-isopropyl-5-(1-methylazetidin-3-yl)-1H-indol-2-yl)-8-methoxy-[1,2,4]triazolo[1,5-a]pyridine